2-(6-bromo-4-cyclopropyl-1-oxophthalazin-2-yl)-N-(5-fluoropyrimidin-2-yl)acetamide tert-Butyl-(5-(1H-pyrazol-4-yl)thiazol-2-yl)(4-methoxybenzyl)carbamate C(C)(C)(C)OC(N(CC1=CC=C(C=C1)OC)C=1SC(=CN1)C=1C=NNC1)=O.BrC=1C=C2C(=NN(C(C2=CC1)=O)CC(=O)NC1=NC=C(C=N1)F)C1CC1